Cl.C(CCCCCC)C1OC2=CC(=CC=C2C(C1)NCC1=CC(=CC=C1)Cl)OC 2-heptyl-4-(3-chlorobenzylamino)-7-methoxychroman hydrochloride